CC1=CC=C(C=C1)S(=O)(=O)N1C(=NCCC1)C(F)(F)F 1-p-toluenesulfonyl-2-(trifluoromethyl)-1,4,5,6-tetrahydropyrimidine